C1(=CC=CC=C1)P(C1(C(=C2C=CC=CC2=CC1)C1=CC=CC2=CC=CC=C12)P(C1=CC=CC=C1)C1=CC=CC=C1)C1=CC=CC=C1 (s)-(-)-2,2-bis(diphenylphosphino)-1,1'-binaphthyl